4,4-dimethyl-L-Proline CC1(C[C@H](NC1)C(=O)O)C